4-Benzhydrylstyrene C(C1=CC=CC=C1)(C1=CC=CC=C1)C1=CC=C(C=C)C=C1